BrC=1C=C2C=CC(NC2=C(C1)I)=O 6-bromo-8-iodoquinolin-2(1H)-one